FC1=C(C=C(C=N1)CC1=NC=CC(=C1)N1N=C(C=2C(NCCC21)=O)C)C 1-(2-((6-fluoro-5-methylpyridin-3-yl)methyl)pyridin-4-yl)-3-methyl-1,5,6,7-tetrahydro-4H-pyrazolo[4,3-c]pyridin-4-one